2-(2-(3-chloro-2-oxoimidazolidin-1-yl)ethoxy)-1-naphthalenecarbonitrile oxide ClN1C(N(CC1)CCOC1=C(C2=CC=CC=C2C=C1)C#[N+][O-])=O